FC=1C=C(CN2[C@@H](C[C@@](CC2)(C(=O)O)CC2=NC(=CC=C2F)NC2=NNC(=C2)C)C)C=C(C1)F (2R,4R)-1-(3,5-difluorobenzyl)-4-((3-fluoro-6-((5-methyl-1H-pyrazol-3-yl)amino)pyridin-2-yl)-methyl)-2-methylpiperidine-4-carboxylic acid